tartaric acid chromium salt [Cr+3].C(C(O)C(O)C(=O)[O-])(=O)[O-].C(C(O)C(O)C(=O)[O-])(=O)[O-].C(C(O)C(O)C(=O)[O-])(=O)[O-].[Cr+3]